C(C)(=O)N1[C@@H](CCC1)C(=O)O N-acetyl-proline